F[C@@H]1C[C@@]2(CCCN2C1)COC=1N=C(C2=C(N1)C=CN=C2)NC (((2R,7aS)-2-fluorotetrahydro-1H-pyrrolizin-7a(5H)-yl)methoxy)-N-methylpyrido[4,3-d]pyrimidin-4-amine